COC=1C=C(N)C=C(C1)C1=CC=NN1C 3-methoxy-5-(1-methyl-1H-pyrazol-5-yl)aniline